C(C1=CC=CC=C1)N1C(=NC2=C1C=C(C=C2N)C2=CC=NN2C)C 1-benzyl-2-methyl-6-(1-methyl-1H-pyrazol-5-yl)-1H-benzo[d]imidazol-4-amine